[F-].C(CCCCC)[NH+]1CC(CC1)CCC 1-Hexyl-3-propylpyrrolidinium fluoride